5-[4-[(2-ethylthiazol-4-yl)methyl]piperazin-1-yl]-N-methyl-7-(trifluoromethyl)thieno[3,2-b]pyridine-3-carboxamide C(C)C=1SC=C(N1)CN1CCN(CC1)C1=CC(=C2C(=N1)C(=CS2)C(=O)NC)C(F)(F)F